(4-dodecylsulfanylphenyl)-(4-methoxy-phenyl)-methanone C(CCCCCCCCCCC)SC1=CC=C(C=C1)C(=O)C1=CC=C(C=C1)OC